6-(((tert-butyldimethylsilyl)oxy)methyl)-4-(4-(1-((5-(2,4-difluorophenoxy)pyrazin-2-yl)amino)-1-oxopropan-2-yl)-2,2-dimethylpiperazine-1-carbonyl)pyrimidine 1-oxide [Si](C)(C)(C(C)(C)C)OCC1=CC(=NC=[N+]1[O-])C(=O)N1C(CN(CC1)C(C(=O)NC1=NC=C(N=C1)OC1=C(C=C(C=C1)F)F)C)(C)C